N1(CCNCCNCCNCC1)C(CCC(=O)O)C(=O)O 1,4,7,10-tetraazacyclododecan-1-glutaric acid